BrC1=CC=C2C3(CC=4C(=NOC4C2=C1F)C(=O)N)CC3 8'-bromo-9'-fluoro-4'H-spiro[cyclopropane-1,5'-naphtho[2,1-d][1,2]oxazole]-3'-carboxamide